1-[((5S,7S)-3-{2-methyl-2-[3-(tetrahydro-2H-pyran-4-yl)-1,2,4-oxadiazol-5-yl]propyl}-2-oxo-1-oxa-3-azaspiro[4.5]dec-7-yl)methyl]-1H-benzimidazole-6-carbonitrile CC(CN1C(O[C@]2(C1)C[C@H](CCC2)CN2C=NC1=C2C=C(C=C1)C#N)=O)(C)C1=NC(=NO1)C1CCOCC1